FC(C1(CC1)N1N=CC(=C1)C=1C(=C(C(=CC1)O)N1CC(NS1(=O)=O)=O)F)F 5-(3-(1-(1-(difluoromethyl)cyclopropyl)-1H-pyrazol-4-yl)-2-fluoro-6-hydroxyphenyl)-1,2,5-thiadiazolidin-3-one 1,1-dioxide